CC1C(CC2NC(C=3C=NC4=C(C[C@]5(C(NC=6N=CC(/C=C/COCCOCCN1C2=O)=CC56)=O)C4)C3)=O)C3=CC=CC=C3 (1S,22E)-13-methyl-12-phenyl-17,20-dioxa-5,9,14,26,28-pentazahexacyclo[22.5.2.11,4.13,7.110,14.027,30]tetratriaconta-3,5,7(33),22,24(31),25,27(30)-heptaene-8,29,32-trione